C(C)C1=C(C=CC(=C1)CCCSC(C)=O)C1=CC=C(C=C1)C1CCC(CC1)CCCCC thioacetic acid S-{3-[2-ethyl-4'-(4-pentyl-cyclohexyl)-biphenyl-4-yl]-propyl} ester